BrC1=C(C2=C(N(C(=C2C(C)C)C=2C=C(C=3N(C2)N=CN3)C)C(=O)OC(C)(C)C)S1)C(F)F tert-butyl 2-bromo-3-(difluoromethyl)-4-isopropyl-5-(8-methyl-[1,2,4]triazolo[1,5-a]pyridin-6-yl)-6H-thieno[2,3-b]pyrrole-6-carboxylate